C(C)(C)(C)OC(=O)N[C@H](C(=O)O)C(C)(C)C (S)-2-((t-butoxycarbonyl)amino)-3,3-dimethylbutyric acid